COC=1C=C(C=CC1OC(F)F)C=CC(=O)NC1=C(C(=O)O)C=CC=C1 2-[[3-methoxy-4-(difluoromethoxy)phenyl-1-oxo-2-propenyl]amino]benzoic acid